3-bromo-6-chloro-2-fluorobenzonitrile BrC=1C(=C(C#N)C(=CC1)Cl)F